methyl (4-(2-hydroxypropan-2-yl)phenyl)carbamate OC(C)(C)C1=CC=C(C=C1)NC(OC)=O